ClC1=C(C2=CNN=C2C(=C1F)C=1OC(=CC1)C)C=1N=CC=2N(C1)C=C(N2)NC(=O)C2C(C2)F N-(6-(5-chloro-6-fluoro-7-(5-methylfuran-2-yl)-2H-indazol-4-yl)imidazo[1,2-a]pyrazin-2-yl)-2-fluorocyclopropane-1-carboxamide